COC1=NC(=C(C(=N1)OC)C1=NC=C2C(=N1)N(N=C2)CC2=CC=C(C=C2)C=2N(C=C(N2)C(F)(F)F)C)C 6-(2,4-dimethoxy-6-methylpyrimidin-5-yl)-1-(4-(1-methyl-4-(trifluoromethyl)-1H-imidazol-2-yl)benzyl)-1H-pyrazolo[3,4-d]pyrimidine